C(=CCCCCCC)CC(=O)[O-] OCTENYLACETAT